N-Benzyl-N-(3-((4-((R)-(3-fluorophenyl)(hydroxy)methyl)-7-aza-bicyclo[2.2.1]heptan-1-yl)methyl)phenyl)methanesulfonamide C(C1=CC=CC=C1)N(S(=O)(=O)C)C1=CC(=CC=C1)CC12CCC(CC1)(N2)[C@H](O)C2=CC(=CC=C2)F